ClC1=C(C=C(C=C1)CC(=O)NN1C(C2=CC=CC=C2C(=N1)C(F)(F)F)=O)F 2-(4-chloro-3-fluorophenyl)-N-[1-oxo-4-(trifluoromethyl)phthalazin-2(1H)-yl]acetamide